ClC1=CC=C(OC(C(=O)N2CCC(CC2)NC(=O)NC2=CC=C(C=C2)F)(C)C)C=C1 1-(1-(2-(4-chlorophenoxy)-2-methylpropanoyl)piperidin-4-yl)-3-(4-fluorophenyl)urea